N1=C(C=CC=C1)NC1=NC=CC(=N1)C1=CC=CC=2C=C(OC21)C#CC(C)(O)C=2SC=CN2 4-(7-(2-(pyridin-2-ylamino)pyrimidin-4-yl)benzofuran-2-yl)-2-(thiazol-2-yl)but-3-yn-2-ol